CC1(CC1)C(=O)NC1CCC(CC1)COC1=NC(=NC=C1)NC1=CC=C(C=C1)N1CCOCC1 1-methyl-N-((1R,4R)-4-(((2-((4-morpholinophenyl)amino)pyrimidin-4-yl)oxy)methyl)cyclohexyl)cyclopropane-1-carboxamide